2-chloro-4-(1H-pyrazol-1-yl)pyrimidine ClC1=NC=CC(=N1)N1N=CC=C1